BrC1=CC(=C2N=CC=NC2=C1)O[C@H]1CC[C@H](CC1)NC1=NC=CC=N1 N-((cis)-4-((7-bromoquinoxalin-5-yl)oxy)cyclohexyl)pyrimidin-2-amine